5-acetamido-2-tert-butoxycarbonyl-1,2,3,4-tetrahydroisoquinoline C(C)(=O)NC1=C2CCN(CC2=CC=C1)C(=O)OC(C)(C)C